ClC=1C=CC=C2C=C(NC12)C(=O)N[C@H](C(=O)N[C@@H](CC1C(NC(CC1)(C)C)=O)C#N)CC1CC1 7-chloro-N-[(1S)-2-[[(1S)-1-cyano-2-(6,6-dimethyl-2-oxo-3-piperidyl)ethyl]amino]-1-(cyclopropylmethyl)-2-oxo-ethyl]-1H-indole-2-carboxamide